C1(CCC1)OC=1SC(=CN1)C(=O)OCC ethyl 2-(cyclobutoxy)thiazole-5-carboxylate